(1,3-Dioxoisoindolin-2-yl)-3-(7,8,9,10-tetrahydro-5H-benzo[b]carbazol-5-yl)propionic acid O=C1N(C(C2=CC=CC=C12)=O)C(C(=O)O)CN1C2=CC=CC=C2C=2C=C3C(=CC12)CCCC3